1-[(2R)-1-{2-[1-(2-methylphenyl)-1H-pyrazol-4-yl]-1,3-thiazole-4-carbonyl}pyrrolidin-2-yl]methanamine CC1=C(C=CC=C1)N1N=CC(=C1)C=1SC=C(N1)C(=O)N1[C@H](CCC1)CN